N-[(6-chloropyridin-3-yl)methyl]pyridin-2-amine ClC1=CC=C(C=N1)CNC1=NC=CC=C1